NC1=CC=CC(=N1)S(=O)(=O)NC(=O)C=1C(=NC(=CC1)C1=CC(=CC(=C1)OCC(C)C)F)N1CC(C(CC1)C)C N-[(6-Amino-2-pyridyl)sulfonyl]-2-(3,4-dimethyl-1-piperidyl)-6-(3-fluoro-5-isobutoxyphenyl)pyridin-3-carboxamid